C12CCCCCCCCCCC(=CCC1)O2 16-oxabicyclo[10.3.1]hexadec-12-ene